tert-butyl 2-(3-methoxy-2-(1-methylcyclopropyl)phenyl)acetate COC=1C(=C(C=CC1)CC(=O)OC(C)(C)C)C1(CC1)C